3-(5-(((1-(4-((5-chloro-4-((2-(dimethylphosphono)phenyl)amino)pyrimidin-2-yl)amino)-3-methoxyphenyl)piperidin-4-yl)(methyl)amino)methyl)-1-oxoisoindoline-2-yl)piperidine-2,6-dione ClC=1C(=NC(=NC1)NC1=C(C=C(C=C1)N1CCC(CC1)N(C)CC=1C=C2CN(C(C2=CC1)=O)C1C(NC(CC1)=O)=O)OC)NC1=C(C=CC=C1)P(=O)(OC)OC